C1(=CC=C(C=C1)C1=C(C(C(=O)O)=C(C(=C1C1=CC=CC=C1)C1=CC=CC=C1)C1=CC=CC=C1)C(=O)O)C1=C(C(C(=O)O)=C(C(=C1C1=CC=CC=C1)C1=CC=CC=C1)C1=CC=CC=C1)C(=O)O p-phenylenebis(triphenylphthalic acid)